5-(2-(4-chlorophenoxy)-2-propyl)-1,3,4-oxadiazole-2-acetic acid ethyl ester C(C)OC(CC=1OC(=NN1)C(C)(C)OC1=CC=C(C=C1)Cl)=O